C1(CCC1)NS(=O)(=O)C1=CC=C(C=C1)S(=O)(=O)N1C[C@@H](CCC1)C(=O)N1CCN(CC1)C1=NC(=NO1)C(C)C (R)-N-Cyclobutyl-4-((3-(4-(3-isopropyl-1,2,4-oxadiazol-5-yl)piperazine-1-carbonyl)piperidin-1-yl)sulfonyl)benzenesulfonamide